4-(trifluoromethyl)-1,3-thiazole-5-carboxamide FC(C=1N=CSC1C(=O)N)(F)F